4-difluoromethyl-1,3-thiazole-5-carbaldehyde FC(C=1N=CSC1C=O)F